BrC=1C=CC(=NC1)C(=C)C(F)(F)F 5-bromo-2-(3,3,3-trifluoroprop-1-en-2-yl)pyridine